NC=1C(=NC(=C(N1)F)C=1C=CC2=C([C@@H](CO2)N(C)C)C1)C=1C=C2C(=CNC(C2=C(C1)F)=O)F (S)-6-(3-amino-6-(3-(dimethylamino)-2,3-dihydrobenzofuran-5-yl)-5-fluoropyrazin-2-yl)-4,8-difluoro-isoquinolin-1(2H)-one